tert-butyl 5-(6-(8-fluoro-2-methylimidazo[1,2-a]pyridine-6-carboximidamido) pyridine-3-yl)hexahydropyrrolo[3,4-c]pyrrole-2(1H)-carboxylate FC=1C=2N(C=C(C1)C(NC1=CC=C(C=N1)N1CC3C(C1)CN(C3)C(=O)OC(C)(C)C)=N)C=C(N2)C